COC(CCN(C(=O)N)C1=C(C=C(C=C1)Br)C)=O.BrC1=CC(=C(C=C1)N1C(NC(CC1)=O)=O)C 1-(4-Bromo-2-methylphenyl)dihydropyrimidine-2,4(1H,3H)-dione Methyl-3-(1-(4-bromo-2-methylphenyl)ureido)propanoate